2-cyclopentyl-4-(3-hydroxyphenoxy)-N-(4-(methylsulfonyl)but-3-en-2-yl)pyrimidine-5-carboxamide C1(CCCC1)C1=NC=C(C(=N1)OC1=CC(=CC=C1)O)C(=O)NC(C)C=CS(=O)(=O)C